NC1=C(C(=NN1C1(CC1)C)C1=CC=C(C=N1)C(C(=O)O)C)C#N 2-[6-[5-Amino-4-cyano-1-(1-methylcyclopropyl)pyrazol-3-yl]pyridin-3-yl]propanoic acid